2-[3-[(1R)-1-[(6-dimethylphosphoryl-2-methyl-pyrido[3,4-d]pyrimidin-4-yl)amino]ethyl]-2-fluoro-phenyl]-2,2-difluoro-ethanol CP(=O)(C)C1=CC2=C(N=C(N=C2N[C@H](C)C=2C(=C(C=CC2)C(CO)(F)F)F)C)C=N1